N-(28-(9Z,12Z-octadecadienoyloxy)-octacosanoyl)-4R-hydroxy-eicosasphinganine C(C=CC=CCCCCCCCCCCCCC)(=O)OCCCCCCCCCCCCCCCCCCCCCCCCCCCC(=O)N[C@H](CO)[C@H](O)C(CCCCCCCCCCCCCCCC)O